C(C)(C)(C)OC(=O)NCCCNC(=O)C=1C=C(C(=O)NCCCNC(OC(C)(C)C)=O)C=C(C1)C(NCCCN1CCN(CC1)C)=O tert-butyl N-[3-[[3-[3-(tert-butoxycarbonylamino)propylcarbamoyl]-5-[3-(4-methylpiperazin-1-yl)propylcarbamoyl]benzoyl]amino]propyl]carbamate